FC1=CC=C(C=C1)CNC 1-(4-fluorophenyl)-N,N-dimethylamine